FC=1C=C(C#N)C=C(C1)[C@H]1N(OCC1)C(=O)C1CCN(CC1)C1=NC=NC(=C1)N1N=CN=C1C 3-fluoro-5-[(3S)-2-[1-[6-(5-methyl-1,2,4-triazol-1-yl)pyrimidin-4-yl]piperidine-4-carbonyl]isoxazolidin-3-yl]benzonitrile